C(C)(C)(C)OC(=O)N1C[C@H](CCC1)NC1=NC=C(C(=N1)C1=CN(C2=CC(=CC=C12)Br)S(=O)(=O)C1=CC=CC=C1)C(F)(F)F.ClC1=CC=NC2=CC(=CC=C12)OCCN1CCN(CC1)C 4-chloro-7-[2-(4-methylpiperazin-1-yl)ethoxy]Quinoline tert-butyl-(3S)-3-[[4-[1-(benzenesulfonyl)-6-bromo-indol-3-yl]-5-(trifluoromethyl)pyrimidin-2-yl]amino]piperidine-1-carboxylate